3-(2-(prop-2-yn-1-yloxy)ethoxy)propanoic acid C(C#C)OCCOCCC(=O)O